(1R)-4,5-dimethoxy-1-(N,N-dimethylaminomethyl)-benzocyclobutane COC1=CC2=C([C@@H](C2)CN(C)C)C=C1OC